(R)-4-(3-(3-Aminopiperidin-1-carbonyl)-1-(2-fluoro-4-isopropylphenyl)-1H-pyrazol-5-yl)-2-fluorobenzonitril N[C@H]1CN(CCC1)C(=O)C1=NN(C(=C1)C1=CC(=C(C#N)C=C1)F)C1=C(C=C(C=C1)C(C)C)F